S(=O)(=O)(ON1[C@@H]2CC[C@H](N(C1=O)C2)C(N)=O)OCC2(C(OCC2)=O)C (1R,2S,5R)-2-carbamoyl-7-oxo-1,6-diazabicyclo[3.2.1]octan-6-yl ((3-methyl-2-oxotetrahydrofuran-3-yl) methyl) sulfate